BrC1=NOC(C1)C(=O)N1CCN(CC1)C(=O)NC(C)C#CC1=CC(=C(C=C1)Cl)Cl 4-(3-bromo-4,5-dihydroisoxazole-5-carbonyl)-N-(4-(3,4-dichlorophenyl)but-3-yn-2-yl)piperazine-1-carboxamide